CO[SiH2]CCCN 3-methoxysilylpropan-1-amine